potassium [(4-hydroxy-1-methyl-7-phenoxy-isoquinoline-3-carbonyl)-amino]-acetate salt OC1=C(N=C(C2=CC(=CC=C12)OC1=CC=CC=C1)C)C(=O)NCC(=O)[O-].[K+]